2-(2-(3-isopropylcyclopent-1-en-1-yl)ethyl)-1,3-dioxolane C(C)(C)C1C=C(CC1)CCC1OCCO1